diethyl 1-(4-methylphenyl)-1,3-dihydro-2H-cyclopenta[b]benzofuran-2,2-dicarboxylate CC1=CC=C(C=C1)C1C(CC=2OC3=C(C21)C=CC=C3)(C(=O)OCC)C(=O)OCC